(E)-5-(4-hydroxy-2-(triisopropylsiloxy)styryl)-1,3-benzenediol OC1=CC(=C(/C=C/C=2C=C(C=C(C2)O)O)C=C1)O[Si](C(C)C)(C(C)C)C(C)C